((4-((5-(dioctylamino)-5-oxopentyl)(methyl)amino)-butyl)azanediyl)bis(hexane-6,1-diyl)bis(2-hexyldecanoate) C(CCCCCCC)N(C(CCCCN(CCCCN(CCCCCCC(C(=O)[O-])(CCCCCCCC)CCCCCC)CCCCCCC(C(=O)[O-])(CCCCCCCC)CCCCCC)C)=O)CCCCCCCC